N1C=NC2=C1C=C(C=C2)N2C(OC[C@@H]2C2=CC=C(C=C2)C2=CC(=CC=C2)Cl)=O (S)-3-(1H-benzo[d]imidazol-6-yl)-4-[4-(3-chlorophenyl)phenyl]oxazolidin-2-one